C(C)(C)C1=C(OC=2C(=NC(=NC2)N)N)C=C(C(=C1)OC)C(F)(F)F 5-(2-Isopropyl-4-methoxy-5-trifluoromethyl-phenoxy)-pyrimidine-2,4-diamine